BrC1=C(C=C(C=C1)NC1=NC=C(C(=N1)NC(CC)CC)C)C(C)=O 1-[2-bromo-5-[[4-(1-ethylpropylamino)-5-methyl-pyrimidin-2-yl]amino]phenyl]ethanone